5-carboxy-5-methylbicyclo[2.2.1]hept-2-ene C(=O)(O)C1(C2C=CC(C1)C2)C